2-((6-(((4-((2-methoxyethyl)amino)pyridin-2-yl)amino)methyl)imidazo[1,2-a]pyridin-2-yl)methyl)-5-phenyl-2,7-naphthyridin-1(2H)-one COCCNC1=CC(=NC=C1)NCC=1C=CC=2N(C1)C=C(N2)CN2C(C1=CN=CC(=C1C=C2)C2=CC=CC=C2)=O